tert-butyl 6-(benzyloxy)-5,5-difluoro-2-(3-iodophenyl)-2-methylhexanoate C(C1=CC=CC=C1)OCC(CCC(C(=O)OC(C)(C)C)(C)C1=CC(=CC=C1)I)(F)F